C(C)(=O)NC1=C(C(=O)NC=2SC(=C(N2)C)Cl)C=CC=C1 2-acetamido-N-(5-chloro-4-methylthiazol-2-yl)benzamide